ClC1=C(C=CC=C1C1=C(C(=CC=C1)NC=1N=CC=C2C=C(C=NC12)CN1C[C@@H](CC1)O)Cl)NC(=O)C1=NN2C(CNCC2)=C1 N-[2-chloro-3-[2-chloro-3-[[3-[[(3R)-3-hydroxypyrrolidin-1-yl]methyl]-1,7-naphthyridin-8-yl]amino]phenyl]phenyl]-4,5,6,7-tetrahydropyrazolo[1,5-a]pyrazine-2-carboxamide